NC=1C(=NC=C(C1)C1=CC(=CC=C1)CC)C(=O)NCCOCCNCC[C@@H](C1=CC=C(C=C1)Cl)NC(=O)C1(CCN(CC1)C=1C2=C(N=CN1)NC=C2)N 3-amino-N-[2-[2-[[(3S)-3-[[4-amino-1-(7H-pyrrolo[2,3-d]pyrimidin-4-yl)piperidine-4-carbonyl]amino]-3-(4-chlorophenyl)propyl]amino]ethoxy]ethyl]-5-(3-ethylphenyl)pyridine-2-carboxamide